[Cl-].[Ce+2].[Cl-] Cerium(II) chloride